2-(6-Chloro-benzothiazol-2-ylamino)-1-methyl-1H-benzoimidazole-5-carboxylic acid [2-((R)-3-hydroxy-pyrrolidin-1-yl)-2-oxo-ethyl]-amide O[C@H]1CN(CC1)C(CNC(=O)C1=CC2=C(N(C(=N2)NC=2SC3=C(N2)C=CC(=C3)Cl)C)C=C1)=O